BrC=1C=NC=C(C1N1CCN(CC1)CC=1C=C2CN(C(C2=CC1)=O)C1C(NC(CC1)=O)=O)Cl 3-(5-((4-(3-bromo-5-chloropyridin-4-yl)piperazin-1-yl)methyl)-1-oxoisoindolin-2-yl)piperidine-2,6-dione